CC1=NC2=C(C=CC=C2C(N1C1C(NC(CC1)=O)=O)=O)[N+](=O)[O-] 3-(2-methyl-8-nitro-4-oxo-quinazolin-3-yl)piperidine-2,6-dione